F[C@@H]1C[C@H]2[C@H](CCC3=C(O2)C(=C(C=C3)C(=O)O)F)[C@H]1\C=C\C(C1(COC1)C1=CC=CC=C1)O (1R,2R,3aS,10aR)-2,5-difluoro-1-[(1E,3ξ)-3-hydroxy-3-(3-phenyl-3-oxetanyl)-1-propen-1-yl]-2,3,3a,9,10,10a-hexahydro-1H-benzo[b]cyclopenta[f]oxepine-6-carboxylic acid